FC1=C(CO)C=CC(=C1)C#N 2-Fluoro-4-cyanobenzyl alcohol